The molecule is a glycosyloxyflavone that is luteolin substituted by a 6-O-malonyl-beta-D-glucopyranosyl moiety at position 7 via glycosidic linkage. It is a beta-D-glucoside, a glycosyloxyflavone, a malonate ester and a trihydroxyflavone. It derives from a luteolin. C1=CC(=C(C=C1C2=CC(=O)C3=C(C=C(C=C3O2)O[C@H]4[C@@H]([C@H]([C@@H]([C@H](O4)COC(=O)CC(=O)O)O)O)O)O)O)O